C(#N)[C@H](C[C@H]1C(NCCC1)=O)NC(=O)[C@H]1N([C@@H]2CC([C@H]1CC2)(F)F)C([C@H](C)NC2=C(C=CC(=C2)F)F)=O (1S,3S,4S)-N-[(1S)-1-cyano-2-[(3S)-2-oxo-3-piperidyl]ethyl]-2-[(2S)-2-(2,5-difluoroanilino)propanoyl]-5,5-difluoro-2-azabicyclo[2.2.2]octane-3-carboxamide